N-(azetidin-3-yl)-2-(4-chloro-3-fluoro-phenoxy)acetamide TFA salt OC(=O)C(F)(F)F.N1CC(C1)NC(COC1=CC(=C(C=C1)Cl)F)=O